OC(=O)C(F)(F)F.N[C@@H](C(C)C)C(=O)OCOC(N(C)[C@]1(C(CCCC1)=O)C1=C(C=CC=C1)Cl)=O ((((S)-1-(2-chlorophenyl)-2-oxocyclohexyl)(methyl)carbamoyl)oxy)methyl L-Valinate TFA Salt